1,4,6-triazacyclononane N1CCNCNCCC1